2,4-bis(4-phenoxyphenyl)-1,3-dithia-2,4-diphosphetane-2,4-disulfide O(C1=CC=CC=C1)C1=CC=C(C=C1)P1(SP(S1)(C1=CC=C(C=C1)OC1=CC=CC=C1)=S)=S